N[C@H](C)C1=CC(=NC=C1)NC([C@H](C1CCC(CC1)(F)F)NC(OCC1=CC=CC=C1)=O)=O benzyl ((S)-2-((4-((R)-1-aminoethyl)pyridin-2-yl)amino)-1-(4,4-difluorocyclohexyl)-2-oxoethyl)carbamate